6-iodo-1-oxo-isoindoline IC1=CC=C2CNC(C2=C1)=O